2-hydroxypropylmethacrylate OC(COC(C(=C)C)=O)C